C1(CC1)C=1N=CC=2C=C3C(=C(C2C1)S(=O)(=O)NCC(C)C)CC(CC3)NC3=NN=CN3C=3C=NC=CC3 3-cyclopropyl-N-(2-methylpropyl)-7-[(4-pyridin-3-yl-1,2,4-triazol-3-yl)amino]-6,7,8,9-tetrahydrobenzo[g]isoquinoline-5-sulfonamide